COC=1C=CC=2N(C1)C=C(N2)C2=CC=C(C=C2)C=2C=CC(=NC2)N(C)C 5-(4-(6-methoxyimidazo[1,2-a]pyridin-2-yl)phenyl)-N,N-dimethylpyridin-2-amine